C1=CC=C2C(=C1)C(=CN2)C[C@@H](C(=O)[O-])NC(=O)CC[C@@H](C(=O)[O-])[NH3+] The molecule is a peptide anion that is the conjugate base of gamma-Glu-Trp, obtained by removal of protons from the two carboxy groups as well as protonation of the amino group; major species at pH 7.3. It is a conjugate base of a gamma-Glu-Trp.